thieno[2,3-c]pyridine 6-oxide S1C=CC=2C1=C[N+](=CC2)[O-]